(6-cyclopropyl-2-(((6-((1S*,2S*)-2-(4-methylpyrimidin-2-yl)cyclopropyl)-1,5-naphthyridin-3-yl)amino)methyl)imidazo[1,2-a]pyridin-8-yl)-3-methylimidazolidine-2,4-dione C1(CC1)C=1C=C(C=2N(C1)C=C(N2)CNC=2C=NC1=CC=C(N=C1C2)[C@@H]2[C@H](C2)C2=NC=CC(=N2)C)N2C(N(C(C2)=O)C)=O |o1:24,25|